3-acetyl-8-bromo-5-chloro-2-((2-fluoro-4-(pentafluorosulfanyl)benzyl)sulfinyl)quinolin-4(1H)-one C(C)(=O)C1=C(NC2=C(C=CC(=C2C1=O)Cl)Br)S(=O)CC1=C(C=C(C=C1)S(F)(F)(F)(F)F)F